C(CCCCCC)OC(CCCCCN(CCC1CCN(CC1)C(=O)OC(C)(C)C)CCCCCCCCCCCCCC)=O tert-Butyl 4-(2-((6-(heptyloxy)-6-oxohexyl)(tetradecyl)amino)ethyl)piperidine-1-carboxylate